N=1ON=C2C1C=CC=C2S(=O)(=O)N2CC1=C(C2)CN(C1)C(=O)NCC1=CC=C(C=C1)F 5-(2,1,3-Benzoxadiazole-4-sulfonyl)-N-[(4-fluorophenyl)methyl]-1H,2H,3H,4H,5H,6H-pyrrolo[3,4-c]pyrrole-2-carboxamide